6-(trifluoromethyl)-5,6,7,8-tetrahydroimidazo[1,2-a]pyridine-2-carbaldehyde FC(C1CCC=2N(C1)C=C(N2)C=O)(F)F